2-(2-((5'-(1-aminoisoquinolin-5-yl)-2',3'-dihydrospiro[cyclopentane-1,1'-indene]-3'-yl)oxy)-6-methylphenyl)acetic acid NC1=NC=CC2=C(C=CC=C12)C=1C=C2C(CC3(C2=CC1)CCCC3)OC3=C(C(=CC=C3)C)CC(=O)O